C(C1=CC=CC=C1)OC1=CC=C(C=C1)[N+](=O)[O-] 1-(benzyloxy)-4-nitrobenzene